2-hydroxy-4-methyl-benzophenone OC1=C(C(=O)C2=CC=CC=C2)C=CC(=C1)C